C(C)(C)CC tert-pentane